(2-fluoro-4-(2-fluorophenoxy)-6-methylphenyl)(4-(((3R,6S)-6-(hydroxymethyl)tetrahydro-2H-pyran-3-yl)amino)-5-methoxy-1H-pyrrolo[2,3-b]pyridin-3-yl)methanone FC1=C(C(=CC(=C1)OC1=C(C=CC=C1)F)C)C(=O)C1=CNC2=NC=C(C(=C21)N[C@H]2CO[C@@H](CC2)CO)OC